(S)-2-((R)-3-Methyl-morpholin-4-yl)-9-pyridin-2-ylmethyl-8-trifluoromethyl-6,7,8,9-tetrahydro-pyrimido[1,2-a]-pyrimidin-4-one C[C@H]1N(CCOC1)C=1N=C2N(C(C1)=O)CC[C@H](N2CC2=NC=CC=C2)C(F)(F)F